C12C=C(CC(CC1)N2)C2=NC(=NC1=CC(=CC=C21)C2=CC(=CC1=CC=CC=C21)O)OC[C@]21CCCN1C[C@@H](C2)F 4-(4-(8-azabicyclo[3.2.1]oct-2-en-3-yl)-2-(((2R,7aS)-2-fluorotetrahydro-1H-pyrrolizin-7a(5H)-yl)methoxy)quinazolin-7-yl)naphthalen-2-ol